CC1CS(OCCC1)(=O)=O 4-methyloxathiepane 2,2-dioxide